3-[6-chloro-4-(3-oxopiperazin-1-yl)-1H-imidazo[4,5-c]pyridin-2-yl]-5-{2-[(2H3)methyloxy]phenyl}-1,6-naphthyridin-2(1H)-one ClC1=CC2=C(C(=N1)N1CC(NCC1)=O)N=C(N2)C=2C(NC1=CC=NC(=C1C2)C2=C(C=CC=C2)OC([2H])([2H])[2H])=O